COC1=C(C=CC(=C1OC)OC)C1=NSC(=C1)N 3-(2,3,4-trimethoxyphenyl)isothiazol-5-amine